C1(CC1)C=1N=NNC1 cyclopropyl-triazol